Hydroxyethoxy-phenyl-Butanol OCCOC(CCC)(O)C1=CC=CC=C1